COC1=CC=C(CN2C3=NC(=NC(=C3N=C2)N2N=CC=3C=NC=CC32)C3=NC(=CC=C3)C)C=C1 9-(4-methoxybenzyl)-2-(6-methylpyridin-2-yl)-6-(1H-pyrazolo[4,3-c]pyridin-1-yl)-9H-purine